OCC=1C(=C(C=CC1)C=O)O 3-hydroxymethyl-2-hydroxy-benzene-1-carboxaldehyde